N-(4-(4-(4-(6-((R)-2-(2,4-difluorophenyl)-1,1-difluoro-2-hydroxy-3-(1H-tetrazol-1-yl)propyl)pyridin-3-yl)phenyl)piperazin-1-yl)phenyl)-2-ethyl-3-hydroxybutanamide FC1=C(C=CC(=C1)F)[C@](C(F)(F)C1=CC=C(C=N1)C1=CC=C(C=C1)N1CCN(CC1)C1=CC=C(C=C1)NC(C(C(C)O)CC)=O)(CN1N=NN=C1)O